FC(C=1C=C(C=CC1)C=1OC=C(N1)C(=O)O)(F)F 2-(3-(trifluoromethyl)phenyl)oxazole-4-carboxylic acid